2,2'-azobis(2-methylbutane) N(=NC(C)(CC)C)C(C)(CC)C